O.CS(=O)(=O)O.C(C)OC1=C(C=C(C=C1)C(=S)N1CCN(CC1)C)C=1NC(C2=C(N1)C(=NN2C)CCC)=S 5-(2-ethoxy-5-(4-methylpiperazine-1-thiocarbonyl)phenyl)-1-methyl-3-propyl-1,6-dihydro-7H-Pyrazolo[4,3-d]Pyrimidine-7-thione methanesulfonate monohydrate